CN1N=CC(=C1)C=1C=NN2C1C=C(C=C2)C2=CNC1=NC=CC=C12 3-(3-(1-Methyl-1H-pyrazol-4-yl)pyrazolo[1,5-a]pyridin-5-yl)-1H-pyrrolo[2,3-b]pyridine